di-tert-butyl-(2R,4R)-4-((6-bromo-3-fluoro-4-(3-hydroxyoxetan-3-yl) pyridin-2-yl) methyl)-2-methylpiperidine-1,4-dicarboxylate C(C)(C)(C)OC(=O)N1[C@@H](C[C@@](CC1)(C(=O)OC(C)(C)C)CC1=NC(=CC(=C1F)C1(COC1)O)Br)C